7-((2,2-difluoroethyl)amino)-4-(4-methoxybenzyl)thieno[3,2-b]pyridin-5(4H)-one FC(CNC=1C2=C(N(C(C1)=O)CC1=CC=C(C=C1)OC)C=CS2)F